FC1=CC(=C(C=C1F)NC1=NC(=NC=N1)NC=1C(=CC(=C(C1)NC(C=C)=O)N1[C@@H]2[C@H](CC1)CN(C2)C)OC)C(C)(C)O N-(5-(4-(4,5-difluoro-2-(2-hydroxypropan-2-yl)phenylamino)-1,3,5-triazin-2-ylamino)-4-methoxy-2-((3aR,6aR)-5-methylhexahydropyrrolo[3,4-b]pyrrol-1(2H)-yl)phenyl)acrylamide